4-(3'-chloro-[1,1'-biphenyl]-3-yl)-2,6-diphenylpyrimidine ClC=1C=C(C=CC1)C1=CC(=CC=C1)C1=NC(=NC(=C1)C1=CC=CC=C1)C1=CC=CC=C1